CC1=C(C=CC=C1NC(C1=NC=C(C(=C1)C1CC1)CN[C@@H](CO)C)=O)C1=C(C(=CC=C1)NC(C1=NC=C(C(=C1)C1CC1)CN[C@@H](CO)C)=O)C N,N'-(2,2'-dimethyl-[1,1'-biphenyl]-3,3'-diyl)bis(4-cyclopropyl-5-((((R)-1-hydroxypropan-2-yl)amino)methyl)picolinamide)